OC1=C(C(=CC(=C1CC=C(C)C)O)O)C(C)=O 1-(2,4,6-trihydroxy-3-(3-methylbut-2-en-1-yl)phenyl)ethan-1-one